C(#N)C=1C=C(C=CC1F)NC(C1=C(C(=CC=C1OC1=C(C=C(C=C1)F)C)C(F)(F)F)F)=O N-(3-cyano-4-fluorophenyl)-2-fluoro-6-(4-fluoro-2-methylphenoxy)-3-(trifluoromethyl)benzamide